C(C=C)(=O)OCCCCCCCCCCCCOC(C=C)=O 1,12-dodecanediol diacrylate